ClC=1C=C2C(=C(N1)OC)C=1CN(CCC1N2)C(CO)=O 1-(7-chloro-9-methoxy-1,3,4,5-tetrahydro-2H-pyrrolo[3,2-c:4,5-c']dipyridin-2-yl)-2-hydroxyethan-1-one